C(CC)N1C=CC=2C1=NC(=CC2)NC(C2=C(C=CC=C2)N2CCC1(CC1)CC2)=O N-(1-propyl-1H-pyrrolo[2,3-b]pyridin-6-yl)-2-(6-azaspiro[2.5]oct-6-yl)benzamide